FC=1C=C(C=C(C1)C(F)(F)F)C(/C=C(/C=O)\C)(CC=C(C)C)C (E)-4-(3-fluoro-5-(trifluoromethyl)phenyl)-2,4,7-trimethyloct-2,6-dienal